F[C@@H]1[C@H]2CC[C@@H](C[C@@H]1N(C1=CN=C(N=N1)C1=C(C=C(C=C1)C1=CC(N(C=C1)C)=O)O)C)N2 4-[4-(6-[[(1R,2R,3S,5S)-2-fluoro-8-azabicyclo[3.2.1]octan-3-yl](methyl)amino]-1,2,4-triazin-3-yl)-3-hydroxyphenyl]-1-methylpyridin-2-one